10-undecylamine CCCCCCCCCC(C)N